ethyl 2-(3-cyano-1H-indol-5-yl)-5-methyl-2H-1,2,3-triazole-4-carboxylate C(#N)C1=CNC2=CC=C(C=C12)N1N=C(C(=N1)C(=O)OCC)C